4-[2-(difluoromethoxy)phenyl]-2-(4-fluorophenyl)-2,3-dihydro-1H-pyrrolo[3,4-c]pyridin-1-one FC(OC1=C(C=CC=C1)C1=NC=CC2=C1CN(C2=O)C2=CC=C(C=C2)F)F